(3-fluorophenyl)-3-(2,6-difluoropyridin-4-yl)urea FC=1C=C(C=CC1)NC(=O)NC1=CC(=NC(=C1)F)F